N1=CC=CC=2CN(CCC12)C1=C(C=C(C=N1)C(=O)NCC1=CC(=CC=C1)F)C 6-(7,8-dihydro-5H-1,6-naphthyridin-6-yl)-N-[(3-fluorophenyl)methyl]-5-methyl-pyridine-3-carboxamide